BrCC=C(C(=O)OC)OC 4-Bromo-2-methoxybut-2-enoic acid, methyl ester